1-(4-((2-hydroxy-3-nitrophenyl)diazenyl)phenyl)propan-1-one OC1=C(C=CC=C1[N+](=O)[O-])N=NC1=CC=C(C=C1)C(CC)=O